4-(pyridin-3-yl)thiazole-2-amine N1=CC(=CC=C1)C=1N=C(SC1)N